5-chloro-N-[4-(4-[[2-(dimethylamino)ethyl]amino]-3-methyl-1-(oxan-2-yl)pyrazolo[3,4-d]pyrimidin-6-yl)phenyl]-2-fluorobenzenesulfonamide ClC=1C=CC(=C(C1)S(=O)(=O)NC1=CC=C(C=C1)C1=NC(=C2C(=N1)N(N=C2C)C2OCCCC2)NCCN(C)C)F